5,6-Dichloro-3-iodo-1-(tetrahydro-2H-pyran-2-yl)-1H-pyrazolo[4,3-b]pyridine ClC1=C(C=C2C(=N1)C(=NN2C2OCCCC2)I)Cl